C(C)(C)(C)OC(=O)N1CCC2(CCN(C2=O)C2=CC(=CC=C2)C=2C=NN(C2)C(=O)OC(C)(C)C)CC1 2-(3-(1-(tert-butoxycarbonyl)-1H-pyrazol-4-yl)phenyl)-1-oxo-2,8-diazaspiro[4.5]Decane-8-carboxylic acid tert-butyl ester